rac-(1r,2s)-1-(2-methoxy-5-methylphenyl)-2-(3-methoxyphenyl)-N-(2-methylquinoline-5-sulfonyl)cyclopropane-1-carboxamide COC1=C(C=C(C=C1)C)[C@@]1([C@@H](C1)C1=CC(=CC=C1)OC)C(=O)NS(=O)(=O)C=1C=2C=CC(=NC2C=CC1)C |r|